Methyl 3-amino-2',4'-difluoro-2-iodo-6-(trifluoromethyl)-[1,1'-biphenyl]-4-carboxylate NC=1C(=C(C(=CC1C(=O)OC)C(F)(F)F)C1=C(C=C(C=C1)F)F)I